[O-2].[O-2].[O-2].[O-2].[Tb+3] terbium tetraoxide